C1(CC1)CS(=O)(=O)NC1=NC=CC(=N1)C1(CCOCC1)C(=O)NC1=NC=C(C=C1)C1=NC(=CN=C1)OCC 4-(2-(cyclopropylmethylsulfonamido)pyrimidin-4-yl)-N-(5-(6-ethoxypyrazin-2-yl)pyridin-2-yl)tetrahydro-2H-pyran-4-carboxamide